(S)-N-(5-(2-(cyclopropylsulfonyl)-1-(3-ethoxy-4-methoxyphenyl)ethyl)-4,6-dioxo-5,6-dihydro-4H-thieno[3,4-c]pyrrol-1-yl)-2-methoxyacetamide C1(CC1)S(=O)(=O)C[C@H](C1=CC(=C(C=C1)OC)OCC)N1C(C=2C(C1=O)=CSC2NC(COC)=O)=O